C(C)(C)(C)OC(=O)N[C@@H](CC(=O)N1CC=2N(CC1)C(=NC2C(=O)OCCCCCN2CCOCC2)C(F)(F)F)CC2=C(C=C(C(=C2)F)F)F 5-morpholinopentyl (R)-7-(3-((tert-butoxycarbonyl)amino)-4-(2,4,5-trifluorophenyl)butanoyl)-3-(trifluoromethyl)-5,6,7,8-tetrahydroimidazo[1,5-a]pyrazine-1-carboxylate